ClC=1C=C2C=C(NC2=CC1C1=NC=C(N=C1)OC)CNC(=O)N1CCNCC1 N-((5-chloro-6-(5-methoxypyrazin-2-yl)-1H-indol-2-yl)methyl)piperazine-1-carboxamide